N3-([1,1'-biphenyl]-4-yl)-N3,N5-diphenyl-[1,1'-biphenyl]-3,5-di-amine C1(=CC=C(C=C1)N(C=1C=C(C=C(C1)NC1=CC=CC=C1)C1=CC=CC=C1)C1=CC=CC=C1)C1=CC=CC=C1